FC12CC(C1)(C2)C(=O)N(C=2C=C1C(=NC2)N=C(N1)C1=NNC=2C[C@@]3([C@H](CC12)C3)C)C 3-Fluoro-N-methyl-N-(2-((4aS,5aR)-5a-methyl-1,4,4a,5,5a,6-hexahydrocyclopropa[f]indazol-3-yl)-1H-imidazo[4,5-b]pyridin-6-yl)bicyclo[1.1.1]pentane-1-carboxamide